C[C@@H]1CC[C@H](N(C1)C(C(=O)NC1=NC=CC=C1C(=O)N)=O)C=1C=NNC1 [[2-[(2S,5R)-5-methyl-2-(1H-pyrazol-4-yl)-1-piperidyl]-2-oxo-acetyl]amino]pyridine-3-carboxamide